4-chloro-2-((4,7,10-tris(carboxymethyl)-1,4,7,10-tetraazacyclododecan-1-yl)methyl)pyridine 1-oxide ClC1=CC(=[N+](C=C1)[O-])CN1CCN(CCN(CCN(CC1)CC(=O)O)CC(=O)O)CC(=O)O